N-(2,6-diethylphenyl)-2-iodoacetamide C(C)C1=C(C(=CC=C1)CC)NC(CI)=O